(S)-2-(methylamino)-3-phenylpropan-1-ol CN[C@H](CO)CC1=CC=CC=C1